(R)-2-(2-((6-(1-aminoisoquinolin-7-yl)-2,3-dihydro-1H-inden-1-yl)oxy)-4-methoxyphenyl)acetic acid ethyl ester C(C)OC(CC1=C(C=C(C=C1)OC)O[C@@H]1CCC2=CC=C(C=C12)C1=CC=C2C=CN=C(C2=C1)N)=O